2-(4-{[(3R)-piperidin-3-yl]oxy}phthalazin-1-yl)-5-(trifluoromethyl)phenol N1C[C@@H](CCC1)OC1=NN=C(C2=CC=CC=C12)C1=C(C=C(C=C1)C(F)(F)F)O